ClC=1C=C2C(C(=CN(C2=CC1N1CC2=NC=CC=C2C1)CC=1N=CN(C1)C)C(=O)O)=O 6-chloro-7-(5,7-dihydro-6H-pyrrolo[3,4-b]pyridin-6-yl)-1-((1-methyl-1H-imidazol-4-yl)-methyl)-4-oxo-1,4-dihydroquinoline-3-carboxylic acid